ClC=1C=C2C=C(N(C2=CC1)C(=O)OC(C)(C)C)CN1C(N(C=2N=C(N(C2C1=O)C)CCO)C)=O tert-Butyl 5-chloro-2-((8-(2-hydroxyethyl)-3,7-dimethyl-2,6-dioxo-2,3,6,7-tetrahydro-1H-purin-1-yl)methyl)-1H-indole-1-carboxylate